C12(CC3CC(CC(C1)C3)C2)NCCCCCCCCC2=NC3=CC=CC(=C3C(N2C2C(NC(CC2)=O)=O)=O)F 3-(2-(8-(((3s,5s,7s)-adamantan-1-yl)amino)octyl)-5-fluoro-4-oxoquinazolin-3(4H)-yl)piperidine-2,6-dione